2-(2-hydroxy-1-phenylpropyl)-6-(methylcarbamoyl)isonicotinic acid tert-butyl ester C(C)(C)(C)OC(C1=CC(=NC(=C1)C(NC)=O)C(C(C)O)C1=CC=CC=C1)=O